C(C)NC=1C=CC2=C(N(CCN(C2=O)CC2=CC=C(C=C2)OC(CCNC)C2=CC=CC=C2)C)N1 8-(Ethylamino)-1-methyl-4-(4-(3-(methylamino)-1-phenylpropoxy)benzyl)-1,2,3,4-tetrahydro-5H-pyrido[2,3-e][1,4]diazepin-5-one